C[C@@H]1N(CC1)C=1N=C(C2=C(N1)CCC2)C=2C=NNC2 2-[(2S)-2-methylazetidin-1-yl]-4-(1H-pyrazol-4-yl)-6,7-dihydro-5H-cyclopenta[d]pyrimidine